COC(=O)C1=CC2=C(N=C(N2C[C@@H]2OCCN2)CC2=C(C=C(C=C2)Br)F)S1 (S)-2-(4-bromo-2-fluorobenzyl)-1-(oxazolidin-2-ylmethyl)-1H-thieno[2,3-d]imidazole-5-carboxylic acid methyl ester